11-((3-(1,3-Dioxan-2-yl)propyl)amino)-3-chloro-6-methyl-6,11-dihydrodibenzo[c,f][1,2]thiazepine 5,5-dioxide O1C(OCCC1)CCCNC1C2=C(N(S(C3=C1C=CC(=C3)Cl)(=O)=O)C)C=CC=C2